ethyl (2S)-2-[[(2S,5R)-2-[(3-amino-3-oxo-propyl)carbamoyl]-3-methyl-7-oxo-1,6-diazabicyclo[3.2.1]oct-3-en-6-yl]oxy]-2-fluoro-acetate NC(CCNC(=O)[C@H]1N2C(N([C@H](C=C1C)C2)O[C@H](C(=O)OCC)F)=O)=O